methyl 2-amino-5-chloro-1-(3-hydroxy-2,6-dimethylphenyl)-1H-pyrrolo[2,3-b]pyridine-3-carboxylate NC1=C(C=2C(=NC=C(C2)Cl)N1C1=C(C(=CC=C1C)O)C)C(=O)OC